tert-butylphenyl-perfluorobutyl-sulfonium C(C)(C)(C)[S+](C(C(C(C(F)(F)F)(F)F)(F)F)(F)F)(F)(F)C1=CC=CC=C1